NC1=NN2C(C=C(C=C2)C=2C=C(C(=NC2)C)C(=O)NCC2=C(C(=CC(=C2)F)F)OCC2CCCC2)=N1 5-{2-amino-[1,2,4]triazolo[1,5-a]pyridin-7-yl}-N-{[2-(cyclopentylmethoxy)-3,5-difluorophenyl]methyl}-2-methylpyridine-3-carboxamide